2-(4-(4-bromophenyl)piperazin-1-yl)benzo[d]thiazole-5-carbonitrile BrC1=CC=C(C=C1)N1CCN(CC1)C=1SC2=C(N1)C=C(C=C2)C#N